NC1=NC(=C2N=CN(C2=N1)[C@H]1C=C[C@H](C1)COP(=O)(OC1=C(C=CC=C1)Cl)N[C@@H](C)C(=O)OC)OC Methyl ((((1S,4R)-4-(2-amino-6-methoxy-9H-purin-9-yl)cyclopent-2-en-1-yl)methoxy)(2-chlorophenoxy)phosphoryl)-L-alaninate